Cl.N[C@H](CC(=O)O)C1CC1 (R)-3-amino-3-cyclopropylpropionate hydrochloride